C(#N)CNC(=O)C1CCN(CC1)CC1=CC2=C(C(=NO2)NS(=O)(=O)C2=C(C=CC=C2)OC)C(=C1)OC N-(cyanomethyl)-1-((4-methoxy-3-((2-methoxyphenyl)sulfonamido)benzo[d]isoxazol-6-yl)methyl)piperidine-4-carboxamide